4-(4-chloro-3-fluorophenyl)-1-(3-(pyridin-4-yl)bicyclo[1.1.1]pentan-1-yl)piperidin-2-one ClC1=C(C=C(C=C1)C1CC(N(CC1)C12CC(C1)(C2)C2=CC=NC=C2)=O)F